C1(=CC=CC=C1)C1(C2=CC=CC=C2C=2C=CC=C(C12)B(O)O)C1=CC=CC=C1 (9,9-diphenyl-9H-fluoren-1-yl)boronic acid